nickel chromium aluminium iron [Fe].[Al].[Cr].[Ni]